C1OCC12COC(=NC2)NC2=CC(=C(OC1=C3C(=NC=C1)NC=C3C3=CC=C(C=C3)C(=O)N3CC(CC3)(F)F)C(=C2)F)F (4-(4-(4-((2,6-dioxa-8-azaspiro[3.5]non-7-en-7-yl)amino)-2,6-difluorophenoxy)-1H-pyrrolo[2,3-b]pyridin-3-yl)phenyl)(3,3-difluoropyrrolidin-1-yl)methanone